O1C(=CC=C1)C(C1C(CC(=CC1=O)C=CC=1OC=CC1)(C)C)O 6-(furan-2-yl-(hydroxy)methyl)-3-(2-(furan-2-yl)vinyl)-5,5-dimethylcyclohex-2-en-1-one